N-(4-chlorophenyl)-4-(N-(2-methoxy-5-nitrophenyl)sulfamoyl)benzamide ClC1=CC=C(C=C1)NC(C1=CC=C(C=C1)S(NC1=C(C=CC(=C1)[N+](=O)[O-])OC)(=O)=O)=O